ClC1=CC=C(C=C1)N1C(C=2C(=NC=3C=CC(=CC3C2C1=O)S(=O)(=O)N1CCCC1)C)=O 2-(4-chlorophenyl)-4-methyl-8-(pyrrolidine-1-sulfonyl)-1H,2H,3H-pyrrolo[3,4-c]quinoline-1,3-dione